CN(C1CNC1)C 3-dimethylaminoazetidine